methyl (E)-3-chloro-4-hydroxy-5-(((2-hydroxyethyl)imino)methyl)benzoate ClC=1C=C(C(=O)OC)C=C(C1O)/C=N/CCO